trans-3-(cyanomethyl)-3-methyl-N-{cis-3-[methyl-(7H-pyrrolo[2,3-d]pyrimidin-4-yl)amino]cyclobutyl}cyclobutanesulfonamide C(#N)CC1(CC(C1)S(=O)(=O)N[C@@H]1C[C@@H](C1)N(C=1C2=C(N=CN1)NC=C2)C)C